tert-butyl-1-((3-((2,6-dimethoxyphenyl) sulfonamido)-4-methoxybenzo[d]isoxazol-6-yl)methyl)-4,6-dihydropyrrolo[3,4-c]pyrazole-5(1H)-carboxylate C(C)(C)(C)OC(=O)N1CC=2N(N=CC2C1)CC1=CC2=C(C(=NO2)NS(=O)(=O)C2=C(C=CC=C2OC)OC)C(=C1)OC